4-benzyloxybenzene isocyanate [N-]=C=O.C(C1=CC=CC=C1)OC1=CC=CC=C1